3-methyl-3-(3,4-methylenedioxyphenyl)butanal CC(CC=O)(C)C1=CC2=C(C=C1)OCO2